ClC1=CC=C(C=C1)C1(CC1)C(=O)N1[C@@H](C2=CC=CC=C2C1)C(=O)N[C@H](C#CC1=NC=NC=C1)CC(=O)N (1S)-2-[1-(4-Chlorophenyl)cyclopropanecarbonyl]-N-[(1S)-1-(2-amino-2-oxo-ethyl)-3-pyrimidin-4-yl-prop-2-ynyl]isoindoline-1-carboxamide